OC1=C(C(OC2=C(C(=CC=C12)O)O)=O)C(C=1C(OC2=C(C(=CC=C2C1O)O)O)=O)C1=CC=C(C=C1)C 4,7,8-Trihydroxy-3-[(4-methylphenyl)(4,7,8-trihydroxy-2-oxochromen-3-yl)methyl]-2H-chromen-2-one